ClC1=CC=C(C=C1)[C@@]1(N(C(C2=CC(=CC=C12)C(C)(C1CCOCC1)O)=O)CC1=NC=C(C=C1)Cl)OC (3R)-3-(4-chlorophenyl)-2-[(5-chloropyridin-2-yl)methyl]-6-[1-hydroxy-1-(oxan-4-yl)ethyl]-3-methoxy-2,3-dihydro-1H-isoindol-1-one